C(C)OC(=O)C=1C(C=C2N(C(CN3N=C4C(=CC=CC4=C32)OCC3CNC3)C(C)(C)C)C1)=O 10-(azetidin-3-ylmethoxy)-6-(tert-butyl)-2-oxo-6,7-dihydro-2H-pyrido[2',1':3,4]pyrazino[1,2-b]indazole-3-carboxylic acid ethyl ester